4-(4-(1-(4-((R)-2-(3-Chloro-4-cyanophenyl)-3-methyl-2,8-diazaspiro[4.5]decan-8-yl)benzoyl)piperidin-4-yl)piperazin-1-yl)-N-((S)-2,6-dioxopiperidin-3-yl)-2-fluorobenzamide ClC=1C=C(C=CC1C#N)N1CC2(C[C@H]1C)CCN(CC2)C2=CC=C(C(=O)N1CCC(CC1)N1CCN(CC1)C1=CC(=C(C(=O)N[C@@H]3C(NC(CC3)=O)=O)C=C1)F)C=C2